COC(=O)[C@H]1N(C[C@@H]([C@@H]1C)F)C(=O)OCC1=CC=CC=C1 (2s,3r,4r)-4-fluoro-3-methylpyrrolidine-1,2-dicarboxylic acid 1-benzyl ester 2-methyl ester